C(C)OP(=O)(C)CC(C)C1=CC(=NC=C1)OCC1=CC=CC=C1 (2-(2-(benzyloxy)pyridin-4-yl)propyl)(methyl)phosphinic acid ethyl ester